1-((1-methyl-1H-pyrazol-4-yl)sulfonyl)piperidin-4-amine CN1N=CC(=C1)S(=O)(=O)N1CCC(CC1)N